2-((3-chloro-4-fluorophenyl)((2-fluorocyclohexyl)oxy)methyl)-5-methyl-4-(methylsulfonyl)-1H-imidazole ClC=1C=C(C=CC1F)C(C=1NC(=C(N1)S(=O)(=O)C)C)OC1C(CCCC1)F